C(C)C=1N=C2N(C=C(C=N2)C(F)(F)F)C1C(=O)C1=CC=C(C=C1)O (2-ethyl-6-(trifluoromethyl)imidazo[1,2-a]pyrimidin-3-yl)(4-hydroxyphenyl)methanone